C(C=C)(=O)N1CC(N(CC1)C=1C2=C(N=C(N1)OC[C@H]1N(CCC1)C)CN(CC2)C2=CC=CC1=CC=CC=C21)CC#N 2-(4-acryloyl-1-(2-(((S)-1-methylpyrrolidin-2-yl)methoxy)-7-(naphthalen-1-yl)-5,6,7,8-tetrahydropyrido[3,4-d]pyrimidin-4-yl)piperazin-2-yl)acetonitrile